NC1=NC=NN2C1=C(C=C2C=2C=CC(=C(C(=O)N[C@@H]1CN(C[C@@H]1F)C(C1=CC=C(C=C1)Cl)=O)C2)Cl)C(F)(F)F 5-[4-amino-5-(trifluoromethyl)pyrrolo[2,1-f][1,2,4]triazin-7-yl]-2-chloro-N-[(3R,4S)-1-(4-chlorobenzoyl)-4-fluoropyrrolidin-3-yl]benzamide